COC=1C=C(C(=O)NC)C=CC1NCC#CC=1N(C2=CC=CC(=C2C1)NC1CCC(CC1)N(C)C)CC(F)(F)F 3-methoxy-N-methyl-4-{[3-(4-{[(1R,4R)-4-(dimethylamino)cyclohexyl]amino}-1-(2,2,2-trifluoroethyl)-1H-indol-2-yl)prop-2-yn-1-yl]amino}benzamide